ClC=1C=CC=2C(N1)=CN(N2)CC(C)OC 5-chloro-2-(2-methoxypropyl)pyrazolo[4,3-b]pyridine